IC[C@H]1CN(CC1)C(=O)OC(C)(C)C tert-butyl (R)-3-(iodomethyl)pyrrolidine-1-carboxylate